3-[3-[[3-[2-Carboxy-2-[(3R)-pyrrolidin-3-yl]propyl]phenyl]carbamoylamino]phenyl]-2-methyl-2-[(3R)-pyrrolidin-3-yl]propanoic acid C(=O)(O)C(CC=1C=C(C=CC1)NC(=O)NC=1C=C(C=CC1)CC(C(=O)O)([C@@H]1CNCC1)C)(C)[C@@H]1CNCC1